5-(2-((R or S)-3-(2-ethoxy-1,1,1,3,3,3-hexafluoropropan-2-yl)-3-(2-(thiophen-2-yl)ethyl)pyrrolidin-1-yl)butan-2-yl)-2-methylpyridine citrate C(CC(O)(C(=O)O)CC(=O)O)(=O)O.C(C)OC(C(F)(F)F)(C(F)(F)F)[C@]1(CN(CC1)C(C)(CC)C=1C=CC(=NC1)C)CCC=1SC=CC1 |o1:25|